potassium hydrogen carbonite C(O)[O-].[K+]